C1(CCC1)CN(C(OC(C)(C)C)=O)[C@H]1CN(CCC1)C=1C=NC(=CC1)C1(COC1)C(NC1=CC(N(C(=C1)N1CCCC1)C)=O)=O tert-butyl (R)-(cyclobutylmethyl)(1-(6-(3-((1-methyl-2-oxo-6-(pyrrolidin-1-yl)-1,2-dihydropyridin-4-yl)carbamoyl)oxetan-3-yl)pyridin-3-yl)piperidin-3-yl)carbamate